guanidine 4-benzenesulfonate C1=CC=C(C=C1)S(=O)(=O)O.NC(=N)N